FC1(CCN(C(C12CCOC(N2)=O)CO[C@@H]2CC[C@@H](CC2)C2=CC=CC=C2)C(=O)OC(C)(C)C)F tert-butyl 11,11-difluoro-2-oxo-7-({[(CIS)-4-phenylcyclohexyl]oxy}methyl)-3-oxa-1,8-diazaspiro[5.5]undecane-8-carboxylate